decoxymethyl 3-butynyl ether C(CC#C)OCOCCCCCCCCCC